2-methyl-5-(3-(trifluoromethoxy)phenyl)-N-(3-(3,3-difluoro-2-methylallyl)-1,2,4-thiadiazol-5-yl)furan-3-carboxamide CC=1OC(=CC1C(=O)NC1=NC(=NS1)CC(=C(F)F)C)C1=CC(=CC=C1)OC(F)(F)F